ClC1=CC=C(C=C1)[C@@H](CN(C(OC(C)(C)C)=O)C(C)C)C(=O)N1CCN(CC1)C=1C2=C(N=CN1)[C@@H](C[C@H]2C)O tert-butyl (S)-2-(4-chlorophenyl)-3-(4-((5R,7R)-7-hydroxy-5-methyl-6,7-dihydro-5H-cyclopenta[d]pyrimidin-4-yl)piperazin-1-yl)-3-oxopropyl(isopropyl)carbamate